O1CCOC=2C=CC3=C(C=CN=C3C21)C(=O)N 2,3-dihydro[1,4]dioxino[2,3-h]quinoline-7-carboxamide